N(=C=O)CCCCCCCC=CCCCCCCCN=C=O 1,16-diisocyanato-8-hexadecene